5-Bromo-1-(triisopropylsilyl)-1H-pyrrolo[2,3-b]pyridine BrC=1C=C2C(=NC1)N(C=C2)[Si](C(C)C)(C(C)C)C(C)C